2-bromo-3-fluoro-6-(trifluoromethyl)pyridine-4-carbaldehyde BrC1=NC(=CC(=C1F)C=O)C(F)(F)F